pyrido[4,3-d]pyrimidin-4-one N1=CNC(C2=C1C=CN=C2)=O